C(C1=CC=CC=C1)SC1=NN(C2=CN=CC=C21)C(C(=O)OC)(C)C methyl 2-(3-(benzylsulfanyl)-1H-pyrazolo[3,4-c]pyridin-1-yl)-2-methylpropionate